bis(4-tert-butylphenyl)iodonium dodecylbenzenesulfonate C(CCCCCCCCCCC)OS(=O)(=O)C1=CC=CC=C1.C(C)(C)(C)C1=CC=C(C=C1)[I+]C1=CC=C(C=C1)C(C)(C)C